C1(=CC=C(C=C1)C(=O)OC)C(=O)OC Dimethyl 1,4-benzenedicarboxylate